(4-{[(2-amino-4-oxo-1,4-dihydropteridin-6-yl)methyl]amino}benzoyl)-L-glutamic acid NC=1NC2=NC=C(N=C2C(N1)=O)CNC1=CC=C(C(=O)N[C@@H](CCC(=O)O)C(=O)O)C=C1